3,8-dimethylsebacic acid CC(CC(=O)O)CCCCC(CC(=O)O)C